4-chloro-2,5-dimethylthieno[2,3-d]pyrimidine ClC=1C2=C(N=C(N1)C)SC=C2C